ClC1=C(C(=O)NC=2C=NC(=C(C2)Cl)N2N=CC=N2)C=C(C(=C1)C=1C=CC=C2C=CNC12)F 2-chloro-N-(5-chloro-6-(2H-1,2,3-triazol-2-yl)pyridin-3-yl)-5-fluoro-4-(1H-indol-7-yl)benzamide